C(C)(C)(C)C=1C=C(C=C(C1O)C(C)(C)C)CCC(=O)OCC(COC(CCC1=CC(=C(C(=C1)C(C)(C)C)O)C(C)(C)C)=O)(COC(CCC1=CC(=C(C(=C1)C(C)(C)C)O)C(C)(C)C)=O)COC(CCC1=CC(=C(C(=C1)C(C)(C)C)O)C(C)(C)C)=O pentaerythritol tetrakis(β-(3,5-di-t-butyl-4-hydroxyphenyl) propionate)